C(CCCCCCCCCCCCCCC)[N+](C(C1=CC=CC=C1)CC)(C)C Hexadecyldimethyl(ethylbenzyl)-ammonium